rac-N-{[4-(3,3-difluorocyclobutyl)-2,5-dioxoimidazolidin-4-yl]methyl}-2-(4-fluorophenyl)-2H-1,2,3-triazole-4-carboxamide FC1(CC(C1)[C@@]1(NC(NC1=O)=O)CNC(=O)C1=NN(N=C1)C1=CC=C(C=C1)F)F |r|